COC1=CC=C(CN(C(=O)N)C2=CC(=CC=C2)N2CCOCC2)C=C1 1-(4-methoxybenzyl)-1-(3-morpholinophenyl)urea